3-(4-bromo-2-chlorophenyl)morpholine-4-carboxylic acid tert-butyl ester C(C)(C)(C)OC(=O)N1C(COCC1)C1=C(C=C(C=C1)Br)Cl